C1(=CC=C(C=C1)/C=C/C1=CC=C(C=C1)N(C1=C(C=C(C=C1)C)C)C1=CC=C(C=C1)C)/C=C/C1=CC=C(C=C1)N(C1=C(C=C(C=C1)C)C)C1=CC=C(C=C1)C N,N'-(((1E,1'E)-1,4-phenylenebis(ethene-2,1-diyl))bis(4,1-phenylene))bis(2,4-dimethyl-N-(p-tolyl)aniline)